C1CCC2=C(C=3CCCC3C=C12)NC(=O)N=[S@](=O)(N)C=1SC(=CC1)C1=CC=CC=C1 (R)-N'-((1,2,3,5,6,7-hexahydro-s-indacen-4-yl)carbamoyl)-5-phenylthiophene-2-sulfonimidamide